N1(CCC1)C1=C(C(=O)OC)C=C(C=N1)C#N Methyl 2-(azetidin-1-yl)-5-cyanonicotinate